BrC=1SC(=CN1)C1CCN(CC1)C(=O)OC(C)(C)C tert-butyl 4-(2-bromothiazol-5-yl)piperidine-1-carboxylate